BrC1=CC=C(C=C1)C1=NC(=NC(=N1)C1=CC=C(C=C1)Br)C1=CC=C(C=C1)Br 2,4,6-tris(4-bromophenyl)1,3,5-triazine